ethyl 1-((1-benzylpiperidin-4-yl)methyl)-4-(7-ethyl-4-oxo-4H-chromen-3-yl)-6-methyl-2-oxo-1,2,3,4-tetrahydropyrimidine-5-carboxylate C(C1=CC=CC=C1)N1CCC(CC1)CN1C(NC(C(=C1C)C(=O)OCC)C1=COC2=CC(=CC=C2C1=O)CC)=O